COC=1C=C(C=CC1OC)C(=O)N1CCCCC1 1-[(3,4-dimethoxyphenyl)carbonyl]piperidin